2,2-bis(4-methoxy-phenyl)-5-methoxycarbonyl-6-hydroxy-[2H]-naphtho[1,2-b]pyran COC1=CC=C(C=C1)C1(C=CC2=C(O1)C1=CC=CC=C1C(=C2C(=O)OC)O)C2=CC=C(C=C2)OC